1-(4-((3-methoxybenzyl)(4-(pyrrolidin-1-yl)benzyl)amino)benzyl)piperazine-2,5-dione COC=1C=C(CN(C2=CC=C(CN3C(CNC(C3)=O)=O)C=C2)CC2=CC=C(C=C2)N2CCCC2)C=CC1